[F-].C(C(C)(C)C)[NH3+] neo-pentyl-ammonium fluoride